CC1=C(C=CC=C1C)N1CCN(CC1)C(CN1N=C(C2=C1C[C@@H]1[C@H]2C1)C(=O)N1CCC(CC1)C(=O)NC)=O 1-[(3bR,4aR)-1-{2-[4-(2,3-Dimethylphenyl)piperazin-1-yl]-2-oxoethyl}-3b,4,4a,5-tetrahydro-1H-cyclopropa[3,4]cyclopenta[1,2-c]pyrazol-3-carbonyl]-N-methylpiperidin-4-carboxamid